C(C=C)(=O)OC(C)(C)C tertbutyl prop-2-enoate